CC1CCC(=NC1)C1=CC=C(C#N)C=C1 4-(5-methyl-3,4,5,6-tetrahydropyridin-2-yl)benzonitrile